C1(CCCCC1)CC(=O)OC[C@H]1O[C@]([C@@H]([C@@H]1O)O)(C1=CC=C2C(=NC=NN21)NC(=O)OCCCCC)C#N ((2R,3S,4R,5R)-5-cyano-3,4-dihydroxy-5-(4-(((pentyloxy)carbonyl)amino)pyrrolo[2,1-f][1,2,4]triazin-7-yl)tetrahydrofuran-2-yl)methyl 2-cyclohexylacetate